N(=[N+]=[N-])C(C)(C)C1=CN=C(C2=CN=C(C=C12)Cl)OC1CC(C1)(C(=O)N(C)C)C 3-((4-(2-Azidopropan-2-yl)-6-chloro-2,7-naphthyridin-1-yl)oxy)-N,N,1-trimethylcyclobutane-1-carboxamide